(E)-3-(2-((4-((S)-2-(4-chloro-2-fluorophenyl)-2-methylbenzo[d][1,3]dioxol-4-yl)piperidin-1-yl)methyl)-4-methyl-1-(((S)-oxetan-2-yl)methyl)-1H-imidazol-5-yl)-2-fluoroacrylic acid ClC1=CC(=C(C=C1)[C@@]1(OC2=C(O1)C=CC=C2C2CCN(CC2)CC=2N(C(=C(N2)C)/C=C(\C(=O)O)/F)C[C@H]2OCC2)C)F